N-(6-cyanopyridin-2-yl)-2-cyclopropyl-7-isopropoxylimidazo[1,2-a]pyridine-6-carboxamide C(#N)C1=CC=CC(=N1)NC(=O)C=1C(=CC=2N(C1)C=C(N2)C2CC2)OC(C)C